3-benzyloxycarbonyl-2-phenyl-1,3-oxazolidine-5-one C(C1=CC=CC=C1)OC(=O)N1C(OC(C1)=O)C1=CC=CC=C1